6'-(tert-butylsulfinyl)-2'-chloro-6',7'-dihydrospiro[oxetane-3,5'-pyrrolo[3,4-b]pyridine] C(C)(C)(C)S(=O)N1CC2=NC(=CC=C2C12COC2)Cl